4,4',4''-tris(N,N-diphenyl-amino)-triphenylamine C1=CC=C(C=C1)N(C2=CC=CC=C2)C3=CC=C(C=C3)N(C4=CC=C(C=C4)N(C5=CC=CC=C5)C6=CC=CC=C6)C7=CC=C(C=C7)N(C8=CC=CC=C8)C9=CC=CC=C9